C(=O)(O)CCC1=CC(=C(OCC[C@H]([C@@H](CCOC2=C(C=C(NC3=NC=CC=C3C(=O)O)C=C2Cl)Cl)O)O)C(=C1)Cl)Cl 2-[4-[(3R,4R)-6-[4-(2-carboxyethyl)-2,6-dichloro-phenoxy]-3,4-dihydroxy-hexoxy]-3,5-dichloro-anilino]pyridine-3-carboxylic acid